Rac-5-methyl-1-(1-(4-(pyrrolidin-3-ylmethyl)benzyl)-1H-indol-5-yl)-1H-pyrazole-3-carboxamide CC1=CC(=NN1C=1C=C2C=CN(C2=CC1)CC1=CC=C(C=C1)C[C@H]1CNCC1)C(=O)N |r|